[Sb].[Mg] magnesium-stibium